4-((3-(4-(((1S,4S)-4-(1-oxa-7-azaspiro[3.5]nonan-7-yl)cyclohexyl)amino)-1-(2,2,2-trifluoroethyl)-1H-indol-2-yl)prop-2-yn-1-yl)amino)-3-methoxy-N-methylbenzamide O1CCC12CCN(CC2)C2CCC(CC2)NC2=C1C=C(N(C1=CC=C2)CC(F)(F)F)C#CCNC2=C(C=C(C(=O)NC)C=C2)OC